FC=1C=C(C=C(C1)F)[C@@H]1CCC2=NN(C(N21)=O)[C@@H]2C[C@H](C2)OC2=CC(=CC=C2)C(F)(F)F (5S)-5-(3,5-difluorophenyl)-2-{trans-3-[3-(trifluoromethyl)phenoxy]cyclobutyl}-2,5,6,7-tetrahydro-3H-pyrrolo[2,1-c][1,2,4]triazol-3-one